NC(C(C1=CC=CC=C1)(C1=CC=CC=C1)C1=CC=CC=C1)(N)N triaminotriphenylethane